FC(C(F)(F)F)([Na])C(C(C(C(C(C(C(C(F)(F)F)(F)F)(F)F)(F)F)(F)F)(F)F)(F)F)(F)F perfluorooctyl-ethyl-sodium